(S)-4-methoxy-6-(1-(1-(piperidine-4-carbonyl)pyrrolidin-3-yl)-1H-pyrazol-4-yl)pyrazolo[1,5-a]pyridine-3-carbonitrile COC=1C=2N(C=C(C1)C=1C=NN(C1)[C@@H]1CN(CC1)C(=O)C1CCNCC1)N=CC2C#N